CC1=CN=CO1 5-methyl-1,3-oxazol